FC1=C(C(=C2C(C(=O)OC2=O)=C1)F)F Trifluorophthalic anhydride